(5R)-2-[(4-chloro-3-fluorophenyl)acetyl]-9,9-dimethyl-8-oxo-2-azaspiro[4.5]dec-6-ene-7-carbonitrile ClC1=C(C=C(C=C1)CC(=O)N1C[C@]2(CC1)C=C(C(C(C2)(C)C)=O)C#N)F